C(C1=CC=CC=C1)OCCC1=NN(C2N=C(C=CC21)O)CC2=CC=C(C=C2)OC 3-(2-Benzyloxyethyl)-6-hydroxy-1-(4-methoxybenzyl)-3a,7a-dihydro-1H-pyrazolo[3,4-b]pyridine